diphenylethaneN C1(=CC=CC=C1)C=CC1=CC=CC=C1